tert-butyl (3S)-5-hydroxy-3-(6-methylpyrazin-2-yl)isoxazolidine-2-carboxylate OC1C[C@H](N(O1)C(=O)OC(C)(C)C)C1=NC(=CN=C1)C